C1=CC=C(C(=C1)CN)F O-fluorobenzylamine